6-cyclopropyl-2-((4-(4-methylpiperazin-1-yl)phenyl)amino)-8,9-dihydroimidazo[1,2-a]pyrimido[5,4-e]pyrimidin-5(6H)-one C1(CC1)N1C=2N(C3=C(C1=O)C=NC(=N3)NC3=CC=C(C=C3)N3CCN(CC3)C)CCN2